CN(C(C)C1=NC=NN1C1=CC=C(C=N1)C#N)C1=NC(=NC2=C(C=C(C=C12)C(F)(F)F)C(F)(F)F)C 6-[5-[1-[methyl-[2-methyl-6,8-bis(trifluoromethyl)quinazolin-4-yl]amino]ethyl]-1,2,4-triazol-1-yl]pyridine-3-carbonitrile